4-(2-fluoro-3-nitrobenzyl)piperazine-1-carboxylic acid methyl ester COC(=O)N1CCN(CC1)CC1=C(C(=CC=C1)[N+](=O)[O-])F